(R)-tert-butyl (2-(4-chlorophenyl)-1-(7-(2-((1-methyl-1H-pyrazol-5-yl)amino)pyrimidin-4-yl)-5-(methylamino)-[1,2,4]triazolo[4,3-a]pyridin-3-yl)ethyl)carbamate ClC1=CC=C(C=C1)C[C@H](C1=NN=C2N1C(=CC(=C2)C2=NC(=NC=C2)NC2=CC=NN2C)NC)NC(OC(C)(C)C)=O